ethyl (S)-1-methylenetetrahydro-1H-pyrrolizin-7a(5H)-carboxylate C=C1CCN2CCC[C@@]12C(=O)OCC